FC=C(C(C(C(F)F)(F)F)(F)F)F 1,2,3,3,4,4,5,5-octafluoro-1-pentene